methanesulfonylazetidin CS(=O)(=O)N1CCC1